ClC=1C=C(C=CC1OC(F)(F)F)C1CN(C1)C(=O)N1C[C@@H]2[C@H](OCC(N2)=O)CC1 (+)-trans-6-[3-[3-chloro-4-(trifluoromethoxy)phenyl]azetidine-1-carbonyl]-4,4a,5,7,8,8a-hexahydropyrido[4,3-b][1,4]oxazin-3-one